FC(C(CCI)C(F)(F)F)(F)F 1,1,1-Trifluoro-4-iodo-2-(trifluoromethyl)butane